N-(3-((2-cyclopropyl-2-oxoethyl)carbamoyl)-4-fluorobenzyl)-6'-fluoro-4'-oxo-3',4'-dihydro-1'H-spiro[piperidine-4,2'-quinoline] C1(CC1)C(CNC(=O)C=1C=C(CN2CCC3(NC4=CC=C(C=C4C(C3)=O)F)CC2)C=CC1F)=O